CCCCCCCCO[C@@H]1[C@@H]([C@H]([C@@H]([C@H](O1)CO)O)O)O n-octyl α-D-glucopyranoside